Ethylen carbonate C1(OCCO1)=O